NC1=NC(=NN1C)C1=CC=C(C=C1)\C=N\N=C\1/SCC(N1C1=C(C=CC(=C1)C)C(C)C)=O (2Z)-2-[(E)-[4-(5-amino-1-methyl-1,2,4-triazol-3-yl)phenyl]methylenehydrazono]-3-(2-isopropyl-5-methyl-phenyl)thiazolidin-4-one